tert-butylmalononitrile C(C)(C)(C)C(C#N)C#N